3-(dimethylamino)-2-(6-fluoro-4-iodopyridin-2-yl)acrylonitrile CN(C=C(C#N)C1=NC(=CC(=C1)I)F)C